O=C1NC(=NS1)[C@H]1NCCOC1 (R)-3-(5-oxo-4,5-dihydro-1,2,4-thiadiazol-3-yl)morpholine